CC1=NOC(=C1C(=O)OCC([C@H](C[C@H]1C(NCC1)=O)NC([C@@H](NC(=O)C=1NC2=CC=CC(=C2C1)OC)CC(C)C)=O)=O)C (3S)-3-({N-[(4-methoxy-1H-indol-2-yl) carbonyl]-L-leucyl}amino)-2-oxo-4-[(3S)-2-oxopyrrolidin-3-yl]butyl 3,5-dimethyl-1,2-oxazole-4-carboxylate